C(C1=CC=CC=C1)O[C@@H]1[C@@H](CCC1)NC(=O)[C@H]1N(C[C@@H](C1)F)C(CN1N=C(C2=CC(=CC=C12)C1=CN=NC=C1)C(=O)N)=O 1-(2-((2S,4R)-2-((1R,2S)-2-(benzyloxy)cyclopentyl-carbamoyl)-4-fluoropyrrolidin-1-yl)-2-oxoethyl)-5-(pyridazin-4-yl)-1H-indazole-3-carboxamide